[3-[4-[4,6-bis(4-phenylphenyl)-1,3,5-triazin-2-yl]-3-hydroxy-phenoxy]-2-hydroxy-propyl] neo-decanoate C(CCCCCC(C)(C)C)(=O)OCC(COC1=CC(=C(C=C1)C1=NC(=NC(=N1)C1=CC=C(C=C1)C1=CC=CC=C1)C1=CC=C(C=C1)C1=CC=CC=C1)O)O